methyl 2,5-dichlorobenzoate ClC1=C(C(=O)OC)C=C(C=C1)Cl